6-([1,1'-biphenyl]-4-yl)-4-(4-(2-chlorophenyl)piperazin-1-yl)-2-oxo-2H-pyran-3-carbonitrile C1(=CC=C(C=C1)C1=CC(=C(C(O1)=O)C#N)N1CCN(CC1)C1=C(C=CC=C1)Cl)C1=CC=CC=C1